(R)-N-(5-((6-(3-(2-fluoro-3-(trifluoromethyl)phenyl)isoxazolidin-2-yl)pyrimidin-4-yl)amino)-2-(4-(4-isopropylpiperazin-1-yl)piperidin-1-yl)-4-methoxyphenyl)acrylamide FC1=C(C=CC=C1C(F)(F)F)[C@@H]1N(OCC1)C1=CC(=NC=N1)NC=1C(=CC(=C(C1)NC(C=C)=O)N1CCC(CC1)N1CCN(CC1)C(C)C)OC